C1=NN=CC2=C1CCC2 6,7-dihydro-5H-cyclopenta[d]pyridazine